3-[(4-bromo-2-fluoro-6-methyl-phenyl)methylene]azetidine, trifluoroacetate salt FC(C(=O)O)(F)F.BrC1=CC(=C(C(=C1)C)C=C1CNC1)F